(R)-4-(4-(4-(2,4-dioxotetrahydropyrimidin-1(2H)-yl)benzyl)piperazin-1-yl)-N-(5-(2-methoxy-2-phenylacetyl)-1,4,5,6-tetrahydropyrrolo[3,4-c]pyrazol-3-yl)benzamide O=C1N(CCC(N1)=O)C1=CC=C(CN2CCN(CC2)C2=CC=C(C(=O)NC=3C4=C(NN3)CN(C4)C([C@@H](C4=CC=CC=C4)OC)=O)C=C2)C=C1